OC(C[N+](C)(C)C)C.C(C)C(C(=O)[O-])CCCC 2-ethylhexanoic acid-N-(2-hydroxypropyl)-N,N,N-trimethylammonium salt